7-(bromomethyl)-3-methylisoxazolo[4,5-c]quinolin-4(5H)-one BrCC=1C=CC=2C3=C(C(NC2C1)=O)C(=NO3)C